1-(4Z,7Z,10Z,13Z,16Z,19Z-docosahexaenoyl)-2-(13Z,16Z-docosadienoyl)-glycero-3-phospho-(1'-sn-glycerol) CCCCC/C=C\C/C=C\CCCCCCCCCCCC(=O)O[C@H](COC(=O)CC/C=C\C/C=C\C/C=C\C/C=C\C/C=C\C/C=C\CC)COP(=O)(O)OC[C@H](CO)O